ClC1=CN=CC(=N1)NC(=O)[C@H]1N[C@@H]2C[C@@]2(C1)C (1R,3S,5R)-N-(6-chloropyrazin-2-yl)-5-methyl-2-azabicyclo[3.1.0]Hexane-3-carboxamide